BrC1=CC(N(C=C1OC1=C(C=C(C=C1C)F)C)C1COC1)=O 4-bromo-5-(4-fluoro-2,6-dimethylphenoxy)-1-(oxetan-3-yl)pyridin-2(1H)-one